NCCCCCCNC(=O)C1=C(C=C(C=C1)NC(=O)C=1N(C(=CN1)C1=C(C(=C(C=C1)OC)F)F)C)Cl N-[4-(6-aminohexylcarbamoyl)-3-chloro-phenyl]-5-(2,3-difluoro-4-methoxyphenyl)-1-methylimidazole-2-carboxamide